2-(4-acetylphenyl)-7,7-dimethyl-10-(3-methylisoxazol-4-yl)-5,12b-dihydro-1H,7H-chromeno[4,3-c][1,2,4]triazolo[1,2-a]Pyridazine C(C)(=O)C1=CC=C(C=C1)N1CN2N(CC=C3C2C=2C=CC(=CC2OC3(C)C)C=3C(=NOC3)C)C1